2-(m-bromophenyl)-5-(difluoromethyl)-2,3-dihydro-1-benzofuran BrC=1C=C(C=CC1)C1OC2=C(C1)C=C(C=C2)C(F)F